rac-2-Amino-1-(3-(5-(piperidin-1-ylmethyl)-5,6-dihydro-1,4,2-dioxazin-3-yl)pyrrolidin-1-yl)propan-1-one NC(C(=O)N1CC(CC1)C1=NOCC(O1)CN1CCCCC1)C